3-((3-(3-aminoprop-1-yn-1-yl)phenyl)amino)piperidine-2,6-dione NCC#CC=1C=C(C=CC1)NC1C(NC(CC1)=O)=O